BrC1=CC2=CN(N=C2C(=C1OC)F)C 5-bromo-7-fluoro-6-methoxy-2-methylindazole